C(C=C)(=O)N1CC(CC1)N1C=C(C2=C1C(NN=C2N)=O)I 1-(1-acryloylpyrrolidin-3-yl)-4-amino-3-iodo-1,6-dihydro-7H-pyrrolo[2,3-d]pyridazin-7-one